NC1=NC=2C=C(C=CC2C2=C1N=C(N2CC(CO)(CO)C)COCC)CCCN2CCNCC2 2-((4-amino-2-(ethoxymethyl)-7-(3-(piperazin-1-yl)propyl)-1H-imidazo[4,5-c]quinolin-1-yl)methyl)-2-methyl-propane-1,3-diol